C(C)(C)(C)OC(=O)N1C=CC2=C(C(=CC(=C12)C)OC)CBr.N1=CCNCCNCCNCC1 1,4,7,10-tetraazacyclododecaneN tert-Butyl-4-(bromomethyl)-5-methoxy-7-methylindole-1-carboxylate